5-Bromo-2-morpholinobenzonitrile BrC=1C=CC(=C(C#N)C1)N1CCOCC1